C(#C)C=1C=CC=C2C=CC=C(C12)C1=C(C=2N=C(N=C(C2C=N1)N(C1CCN(CC1)C(=O)OC(C)(C)C)C)OC[C@]12CCCN2C[C@@H](C1)F)F tert-butyl 4-((7-(8-ethynylnaphthalen-1-yl)-8-fluoro-2-(((2R,7aS)-2-fluorotetrahydro-1H-pyrrolizin-7a(5H)-yl)methoxy)pyrido[4,3-d]pyrimidin-4-yl)(methyl)amino)piperidine-1-carboxylate